FC(S(=O)(=O)[O-])(F)F.FC(C=1C=C(C=CC1)[I+]C1=C(C=C(C=C1C)C)C)(F)F [3-(trifluoromethyl)phenyl](2,4,6-trimethylphenyl)iodonium trifluoromethanesulfonate